N1N=CC2=CC(=CC=C12)NC1=NC=C2C(=N1)N(N(C2=O)CC=C)C2=NC(=CC=C2)F 6-((1H-indazol-5-yl)amino)-2-allyl-1-(6-fluoropyridin-2-yl)-1,2-dihydro-3H-pyrazolo[3,4-d]pyrimidin-3-one